5-((2-((2-methoxyethyl)amino)ethoxy)methyl)-2-phenyl-N-(tetrahydro-2H-pyran-4-yl)-1H-indole-7-Amine COCCNCCOCC=1C=C2C=C(NC2=C(C1)NC1CCOCC1)C1=CC=CC=C1